propylenediphenol C(C(C)C1=C(C=CC=C1)O)C1=C(C=CC=C1)O